C(C=C)N([13C]1=CC=CC=C1)C=O N-allylformanilide-13C